C(#N)C1=C(C=CC=C1)[Pd-2](C1=C(C=CC=C1)C#N)(Br)Br bis(cyanophenyl)Palladium (II) dibromide